(S)-quinuclidin-3-yl (5-(3-fluoro-5-methoxyphenyl)-2,2-dimethyl-2,3-dihydro-1H-inden-1-yl)carbamat FC=1C=C(C=C(C1)OC)C=1C=C2CC(C(C2=CC1)NC(O[C@@H]1CN2CCC1CC2)=O)(C)C